COC=1C=C2C(=CC=NC2=CC1OC)OC1=CC=C(C=C1)NC(=O)NCCCC1=CC(=CC=C1)F 1-(4-((6,7-dimethoxyquinolin-4-yl)oxy)phenyl)-3-(3-(3-fluorophenyl)propyl)urea